5-[[2-[3-[2-[(1-methylethyl)amino]-2-oxoethoxy]phenyl]-4-quinazolinyl]amino]-1H-indazole-1-carboxylate CC(C)NC(COC=1C=C(C=CC1)C1=NC2=CC=CC=C2C(=N1)NC=1C=C2C=NN(C2=CC1)C(=O)[O-])=O